ClC=1C(=C2CC(CC2=CC1)NC1=CC=C(C=N1)C(C(F)(F)F)N1C(C2(CCC1)CCN(CC2)CC2CC2)=O)F 2-(1-(6-((5-Chloro-4-fluoro-2,3-dihydro-1H-inden-2-yl)amino)pyridin-3-yl)-2,2,2-trifluoroethyl)-9-(cyclopropylmethyl)-2,9-diazaspiro[5.5]undecan-1-one